tert-Butyl ((3S,5S,6R)-6-methyl-2-oxo-1-(2,2,2-trifluoroethyl)-5-(2,3,6-trifluorophenyl)piperidin-3-yl)carbamate C[C@@H]1[C@@H](C[C@@H](C(N1CC(F)(F)F)=O)NC(OC(C)(C)C)=O)C1=C(C(=CC=C1F)F)F